C(C)(C)(C)OC(=O)N1C[C@H](CC1)[C@@H](C(=O)OC(C)(C)C)C([2H])([2H])C1=CC(=CC=C1)B1OC(C(O1)(C)C)(C)C (3R)-3-[(2S)-1-(tert-butoxy)-1-oxo-3-[3-(4,4,5,5-tetramethyl-1,3,2-dioxaborolan-2-yl)phenyl](3,3-2H2)propan-2-yl]pyrrolidine-1-carboxylic acid tert-butyl ester